N-(4-(4-cyclopropyl-1H-imidazol-1-yl)-5-fluoropyridin-2-yl)-6-(4-isopropyl-4H-1,2,4-triazol-3-yl)pyridinecarboxamide bis[(3-ethyloxetan-3-yl)methyl]benzene-1,4-dicarboxylate C(C)C1(COC1)COC(=O)C1=CC=C(C=C1)C(=O)OCC1(COC1)CC.C1(CC1)C=1N=CN(C1)C1=CC(=NC=C1F)NC(=O)C1=NC(=CC=C1)C1=NN=CN1C(C)C